5-methyl-5-allyloxycarbonyl-1,3-dioxane-2-one CC1(COC(OC1)=O)C(=O)OCC=C